8-(5-cyclopropyl-2-ethoxy-4-(5-fluoropyridin-2-yl)benzyl)-3-(4-iodophenyl)-1-oxa-3,8-diazaspiro[4.5]decan-2-one C1(CC1)C=1C(=CC(=C(CN2CCC3(CN(C(O3)=O)C3=CC=C(C=C3)I)CC2)C1)OCC)C1=NC=C(C=C1)F